3-((3-(2-methoxyphenyl)allyl)amino)propan-2-ol COC1=C(C=CC=C1)C=CCNCC(C)O